4-(1-carbamimidoyl-1,2,3,6-tetrahydro-pyridin-4-yl)-N-[4-(1-carbamimidoyl-1,2,3,6-tetrahydro-pyridin-4-yl)-2,3-difluoro-phenyl]-3-fluoro-benzamide C(N)(=N)N1CCC(=CC1)C1=C(C=C(C(=O)NC2=C(C(=C(C=C2)C=2CCN(CC2)C(N)=N)F)F)C=C1)F